COC=1C=C(C=CC1)NC(=O)NC1CC2(CN(C2)C(=O)C=2C=NN3C2SC=C3)C1 1-(3-methoxyphenyl)-3-(2-(pyrazolo[5,1-b]thiazole-7-carbonyl)-2-azaspiro[3.3]heptan-6-yl)urea